S1C(=NC2=C1C=CC=C2)NC(=O)C=2C=CC=C1CCN(CC21)C2=CC=C(C(=N2)C(=O)NS(=O)(=O)C2=CC=C(C=C2)CCC(=O)OC)C=2C=NN(C2C)CC2CCCCC2 1-Methyl 3-(4-(N-(6-(8-(benzo[d]thiazol-2-ylcarbamoyl)-3,4-dihydroisoquinolin-2(1H)-yl)-3-(1-(cyclohexylmethyl)-5-methyl-1H-pyrazol-4-yl)picolinoyl)sulfamoyl)phenyl)propanoate